FC1=C(C=CC(=C1)F)[C@H](C)NC(C(C)(C)N1C(NC2=CC=CC=C2C1=O)=O)=O (S)-N-(1-(2,4-difluorophenyl)ethyl)-2-(2,4-dioxo-1,4-dihydroquinazolin-3(2H)-yl)-2-methylpropanamide